BrC/C=C/C(=O)N1CCN(CC1)C(=O)OC(C)(C)C tert-butyl (E)-4-(4-bromobut-2-enoyl)piperazine-1-carboxylate